ClC1=C(N=NC(=C1)Cl)C1=CC=NC=C1C(=O)NC([2H])([2H])[2H] 4,6-dichloro-N-(methyl-d3)pyridazine-3-nicotinamide